C(C)(C)(C)OC(=O)N([C@H](C)C1=CC=CC2=CC=CC=C12)C[C@@H]1OC2=CC=CC=C2C(C1)C=1C=CC(=C(C(=O)OC)C1)C methyl 5-((2R)-2-(((tert-butoxycarbonyl)((R)-1-(naphthalen-1-yl)ethyl)amino)methyl) chroman-4-yl)-2-methylbenzoate